C(=O)O.ClC1=C(CC2CCN(CC2)C(=O)NC2=NN(C(C=C2)=O)C)C=CC=C1C#N 4-(2-chloro-3-cyanobenzyl)-N-(1-methyl-6-oxo-1,6-dihydropyridazin-3-yl)piperidine-1-carboxamide formate salt